[Cl-].CC(C)(CC(C)(C)C)C1=CC=C(OCCOCC[NH3+])C=C1 2-{2-[4-(2,4,4-trimethyl-pentan-2-yl)phenoxy]-ethoxy}ethanaminium chloride